2-Methyl-2-propanyl 9-(2,4-difluorobenzyl)-5-hydroxy-5,6,8,9-tetrahydro-7H-pyrido[4',3':4,5]pyrrolo[2,3-b]Pyridine-7-carboxylate FC1=C(CN2C3=C(C=4C2=NC=CC4)C(CN(C3)C(=O)OC(C)(C)C)O)C=CC(=C1)F